C(CCCCCCNC(C=C)=O)NC(C=C)=O N,N'-heptylenebisacrylamide